(R)-3-hydroxymethyl-2-cyclopropylpropanoic acid OCC[C@@H](C(=O)O)C1CC1